2-[[3-[(3R,4R)-4-methoxytetrahydrofuran-3-yl]oxy-1-methyl-pyrazol-4-yl]amino]-7-[(3R,4R)-4-methyltetrahydrofuran-3-yl]pyrrolo[2,3-d]pyrimidin-6-carbonitrile CO[C@H]1[C@@H](COC1)OC1=NN(C=C1NC=1N=CC2=C(N1)N(C(=C2)C#N)[C@H]2COC[C@@H]2C)C